erythritol tetra(acrylate) C(C=C)(=O)O[C@@H](COC(C=C)=O)[C@H](OC(C=C)=O)COC(C=C)=O